7-((5-(4-methylpiperazin-1-yl)pyridin-2-yl)amino)-4-(1H-pyrazol-4-yl)isoindolin-1-one CN1CCN(CC1)C=1C=CC(=NC1)NC=1C=CC(=C2CNC(C12)=O)C=1C=NNC1